2-(1-(4-(6-((4-cyano-2-fluorobenzyl)oxy)pyridin-2-yl)piperidin-1-yl)ethyl)-1-(((S)-oxetan-2-yl)methyl)-1H-benzo[d]imidazole-6-carboxylate C(#N)C1=CC(=C(COC2=CC=CC(=N2)C2CCN(CC2)C(C)C2=NC3=C(N2C[C@H]2OCC2)C=C(C=C3)C(=O)[O-])C=C1)F